Cl.BrC1=CC=C(S1)C1=C(N=C(O1)C=1C=C(C=CC1)C)N1C(N=C(C(=C1)F)NC)=O 1-(5-(5-Bromothiophen-2-yl)-2-(m-tolyl)oxazol-4-yl)-5-fluoro-4-(methylamino)pyrimidin-2(1H)-one hydrochloride